C(C)OC(CCC(=O)C1=NC2=C(C=CC=C2C=C1O)Br)=O 4-(8-Bromo-3-hydroxy-quinolin-2-yl)-4-oxo-butyric acid ethyl ester